C(#N)C1=C(OC=2C(=C3C(N(C=NC3=CC2)C=2C=NC(=NC2)N2CCNCC2)=O)O)C(=CC=C1NS(N(C)CC)(=O)=O)F 6-[2-cyano-3-[[ethyl(methyl)sulfamoyl]amino]-6-fluoro-phenoxy]-5-hydroxy-4-oxo-3-(2-piperazin-1-ylpyrimidin-5-yl)quinazoline